ClC=1C=CC2=C(CC(CC=3N2C(=NN3)[C@@H]3CC[C@H](CC3)N3CCN(CC3)C)OC)C1 8-Chloro-5-methoxy-1-[trans-4-(4-methylpiperazin-1-yl)cyclohexyl]-5,6-dihydro-4H-[1,2,4]triazolo[4,3-a][1]benzazepin